CC=1C=C(C=C(C1)C(=O)[O-])C(=O)[O-].[Cd+2] Cadmium (5-methyl-1,3-benzenedicarboxylate)